C1(=CC=CC=C1)NNC(C1=CC(=C(C(=C1)O)O)O)=O N-phenyl-2-(3,4,5-trihydroxybenzoyl)hydrazine